tert-butyl (2R,5S)-2-ethyl-4-(2-(methoxymethyl)-5-methyl-6-oxo-5,6-dihydroimidazo[1,2-b]pyridazin-8-yl)-5-methylpiperazine-1-carboxylate C(C)[C@H]1N(C[C@@H](N(C1)C=1C=2N(N(C(C1)=O)C)C=C(N2)COC)C)C(=O)OC(C)(C)C